ClC1=C(C=C(C(=C1)F)OC)C1=CC=2NC(N(C(C2S1)=O)C1=C2C(=CN=C1)SC(=C2C)C(F)F)=O 6-(2-chloro-4-fluoro-5-methoxyphenyl)-3-(2-(difluoromethyl)-3-methylthieno[2,3-c]pyridin-4-yl)thieno[3,2-d]pyrimidine-2,4(1H,3H)-dione